(S)-N-(4-((3-methoxypyrrolidin-1-yl)methyl)pyridin-2-yl)-5-(5-methyl-1H-pyrazol-4-yl)thiazolo[5,4-b]pyridin-2-amine CO[C@@H]1CN(CC1)CC1=CC(=NC=C1)NC=1SC2=NC(=CC=C2N1)C=1C=NNC1C